2-(4-(ethylsulfonyl)benzyl)-4,6-dichloro-5-(4,4-difluoropiperidin-1-yl)-1H-benzo[d]imidazole C(C)S(=O)(=O)C1=CC=C(CC2=NC3=C(N2)C=C(C(=C3Cl)N3CCC(CC3)(F)F)Cl)C=C1